[Bi].[Te].[Ge] Germanium Tellurium-Bismuth